1-(3,5-di-tert-butyl-4-hydroxybenzyl)-3-hexyl-imidazole hexafluorophosphate F[P-](F)(F)(F)(F)F.C(C)(C)(C)C=1C=C(CN2CN(C=C2)CCCCCC)C=C(C1O)C(C)(C)C